(8R)-8-phenyl-2-(2-(piperidin-3-yloxy)pyridin-4-yl)-7,8-dihydro-6H-pyrrolo[2',1':2,3]imidazo[4,5-b]piperidine C1(=CC=CC=C1)[C@H]1CCC2=NC3=C(NC(CC3)C3=CC(=NC=C3)OC3CNCCC3)N21